N(=C=S)C1=CC(=NC=C1)C(=O)O 4-isothiocyanatopyridine-2-carboxylic acid